methyl 1-cyclopropyl-1H-pyrrolo[2,3-b]pyridine-5-carboxylate C1(CC1)N1C=CC=2C1=NC=C(C2)C(=O)OC